N-((6S,7S)-5-((R)-oxetane-2-carbonyl)-6-((2,3',5,5'-tetrafluoro-[1,1'-biphenyl]-3-yl)methyl)-5-azaspiro[2.4]heptan-7-yl)cyclopropanesulfonamide O1[C@H](CC1)C(=O)N1CC2(CC2)[C@@H]([C@@H]1CC=1C(=C(C=C(C1)F)C1=CC(=CC(=C1)F)F)F)NS(=O)(=O)C1CC1